C(C)C(C(=O)Cl)CC 2-Ethylbutyrylchloride